BrC1=C(C=C2C(=CC(NC2=C1F)=O)O)Cl 7-bromo-6-chloro-8-fluoro-4-hydroxy-2-oxo-1,2-dihydroquinoline